N1N=NC(=C1)S(=O)(=O)N TRIAZOLESULFONAMIDE